3-(benzo[d]thiazol-2-yl)acrylic acid S1C(=NC2=C1C=CC=C2)C=CC(=O)O